C(C#C)(=O)O.C1(=CC=CC=C1)C=1C(=CC=CC1)C1=CC=CC=C1 terphenyl propynoate